ClC=1C(NN=CC1N1CCN2C(CC1)=NC=C2CC2=C(C=C(C=C2)F)C(F)(F)F)=O 4-chloro-5-(3-(4-fluoro-2-(trifluoromethyl)benzyl)-5,6,8,9-tetrahydro-7H-imidazo[1,2-d][1,4]diazepin-7-yl)pyridazin-3(2H)-one